benzyl (2R,3S)-3-((N,N-dimethylsulfamoyl)(4-methoxybenzyl)amino)-2-(((triethylsilyl) oxy)methyl)pyrrolidine-1-carboxylate CN(S(=O)(=O)N([C@@H]1[C@@H](N(CC1)C(=O)OCC1=CC=CC=C1)CO[Si](CC)(CC)CC)CC1=CC=C(C=C1)OC)C